4-(((7-azabicyclo[2.2.1]heptan-7-yl)sulfonyl)carbamoyl)-5-ethoxy-2-fluorobenzoic acid C12CCC(CC1)N2S(=O)(=O)NC(=O)C2=CC(=C(C(=O)O)C=C2OCC)F